methyl 4-(1-hydroxyethyl)benzoate OC(C)C1=CC=C(C(=O)OC)C=C1